3-bromo-1-[(4-methoxyphenyl)methyl]pyrazolo[4,3-d]pyrimidine-5-carbonitrile BrC1=NN(C2=C1N=C(N=C2)C#N)CC2=CC=C(C=C2)OC